(E)-2-(methoxyimino)-4-oxopentanoic acid ethyl ester C(C)OC(/C(/CC(C)=O)=N/OC)=O